1-eicosanoyl-2-tetradecanoyl-sn-glycero-3-phosphocholine C(CCCCCCCCCCCCCCCCCCC)(=O)OC[C@@H](OC(CCCCCCCCCCCCC)=O)COP(=O)([O-])OCC[N+](C)(C)C